FC(C1=NN=C(O1)C1=CC(=C(CN2N=NC(=C2)C=2C=C(N)C=CC2)C=C1)F)F 3-(1-(4-(5-(difluoromethyl)-1,3,4-oxadiazol-2-yl)-2-fluorobenzyl)-1H-1,2,3-triazol-4-yl)aniline